(2,6-difluorobenzyl)-5-((dimethylamino)methyl)-3-(6-methoxypyridazin-3-yl)-6-(4-nitrophenyl)thieno[2,3-d]pyrimidine-2,4(1H,3H)-dione FC1=C(CN2C(N(C(C3=C2SC(=C3CN(C)C)C3=CC=C(C=C3)[N+](=O)[O-])=O)C=3N=NC(=CC3)OC)=O)C(=CC=C1)F